O=S1(CCCC2=CC(=CC=C12)NC1=NC=C(C(=N1)N[C@H](CO)C1=CC=CC=C1)C=1OC=CN1)=O (2S)-2-[[2-[(1,1-dioxo-3,4-dihydro-2H-thiochromen-6-yl)amino]-5-oxazol-2-yl-pyrimidin-4-yl]amino]-2-phenyl-ethanol